C(C(C)C)OC(CCC\C=C/C\C=C/C\C=C/C\C=C/CCCCC)=O arachidonic acid isobutyl ester